ClCC(C([O-])=N)(CCl)CCl 2,2,2-trichloromethylacetimidate